2-(1-methyl-4-piperidyl)-1,3-benzothiazol CN1CCC(CC1)C=1SC2=C(N1)C=CC=C2